CN1N=CC=2N=C(N=C(C21)C=2C=NNC2)N2[C@H](CC2)C (S)-1-methyl-5-(2-methylazetidin-1-yl)-7-(1H-pyrazol-4-yl)-1H-pyrazolo[4,3-d]pyrimidine